diadamantyl-chlorophosphine C12(CC3CC(CC(C1)C3)C2)P(Cl)C23CC1CC(CC(C2)C1)C3